CC1(O[C@H]2C[C@@]34[C@H](C([C@H]([C@]2(O1)C)C4)(C)C)CC[C@H]3C)COCC=C (1R,3S,7R,8R,10S,13R)-5,7,9,9,13-pentamethyl-5-[{2-propen-1-yloxy}methyl]-4,6-dioxatetracyclo[6.5.1.01,10.03,7]tetradecane